C1(=CC=CC=C1)CC(=O)NC1=CC=C(C(=O)NC2=CC=C(C(=O)O)C=C2)C=C1 4-(4-(2-phenylacetamido)benzamido)benzoic acid